O1COC2=C1C=CC(=C2)C(CO)C2=CC1=C(OCO1)C=C2 (2,2-Dibenzo[d][1,3]dioxol-5-yl)ethan-1-ol